N-(((9H-fluoren-9-yl)methoxy)carbonyl)-L-phenylalanine C1=CC=CC=2C3=CC=CC=C3C(C12)COC(=O)N[C@@H](CC1=CC=CC=C1)C(=O)O